C1(CC1)NC(C1=C(C=C(C=C1OC)C1=CN=C2N1C=CC(=C2)C(C(F)(F)F)(C)O)OC(F)F)=O N-cyclopropyl-2-(difluoromethoxy)-6-methoxy-4-[7-(2,2,2-trifluoro-1-hydroxy-1-methyl-ethyl)imidazo[1,2-a]pyridin-3-yl]benzamide